1-octyl-3-methyl-bromoimidazole C(CCCCCCC)N1C(N(C=C1)C)Br